5-(N-(4-iodophenethyl)sulfamoyl)-3-methylbenzofuran-2-carboxylic acid ethyl ester C(C)OC(=O)C=1OC2=C(C1C)C=C(C=C2)S(NCCC2=CC=C(C=C2)I)(=O)=O